CC(CO)(C)C dl-2,2-dimethyl-1-propanol